N-(14-amino-3,6,9,12-tetraoxatetradecyl)-2-((2-(2,6-dioxopiperidin-3-yl)-1,3-dioxoisoindol-4-yl)oxy)acetamide NCCOCCOCCOCCOCCNC(COC1=C2C(N(C(C2=CC=C1)=O)C1C(NC(CC1)=O)=O)=O)=O